C(C)(C)C1=C(NC2=CC=C(C=C12)C1CCN(CC1)CC(=O)NC)C=1C=2N(C(=CC1)C)N=CN2 2-(4-(3-isopropyl-2-(5-methyl-[1,2,4]triazolo[1,5-a]pyridin-8-yl)-1H-indol-5-yl)piperidin-1-yl)-N-methylacetamide